3-(2-amino-1H-benzo[d]imidazol-7-yl)-6-(((1s,3s)-3-aminocyclobutyl)sulfonyl)-2-(2H-tetrazol-5-yl)benzenesulfonamide NC1=NC2=C(N1)C(=CC=C2)C=2C(=C(C(=CC2)S(=O)(=O)C2CC(C2)N)S(=O)(=O)N)C=2N=NNN2